N12C[C@H](C(CC1)CC2)NC(=O)C2=C(C=CC(=N2)C=2C(=NC=CC2)OCC)N2[C@H](C[C@H](CC2)O)CC N-[(3S)-1-azabicyclo[2.2.2]octan-3-yl]-2'-ethoxy-5-[cis-2-ethyl-4-hydroxypiperidin-1-yl]-[2,3'-bipyridine]-6-carboxamide